CC(=CCCC(=O)O)C.C(C=C(C)C)CC(=O)O PRENYLACETATE (3-methylbut-2-en-1-yl acetate)